methyl-1-naphthonitrile CC1=C(C2=CC=CC=C2C=C1)C#N